2-(2-isopropylphenyl)-5-methyl-7-(4-(1-methyl-4-(trifluoromethyl)-1H-imidazol-2-yl)benzyl)-5H-pyrrolo[3,2-d]pyrimidine C(C)(C)C1=C(C=CC=C1)C=1N=CC2=C(N1)C(=CN2C)CC2=CC=C(C=C2)C=2N(C=C(N2)C(F)(F)F)C